OC(C1=C(C=CC=C1)NS(=O)(=O)C1=CC=C(C)C=C1)C1=CC=C(C=C1)C N-(2-(hydroxy(p-tolyl)methyl)phenyl)-p-toluenesulfonamide